C1(CC1)N1C=NC2=C1C=C(C=C2)C(C)=NO 1-(3-cyclopropylbenzimidazol-5-yl)ethanone oxime